NC1=NN2C(C=C(C=C2)C=2C(=NC(=C(C(=O)N(C)[C@H](C)C3=C(C=CC(=C3)OC(F)(F)F)F)C2)OC)C)=N1 (R)-5-(2-amino-[1,2,4]triazolo[1,5-a]pyridin-7-yl)-N-(1-(2-fluoro-5-(trifluoromethoxy)phenyl)ethyl)-2-methoxy-N,6-dimethylnicotinamide